NC=1N=CN(C(C1C(=O)NC1=CC(=CC=C1)[C@@H](C)NC)=O)C1=C(C=C(C=C1C)C(F)(F)F)Cl 4-amino-1-((S)-2-chloro-6-methyl-4-(trifluoromethyl)phenyl)-N-(3-((R)-1-(methylamino)ethyl)phenyl)-6-oxo-1,6-dihydropyrimidine-5-carboxamide